FC1=C(C=CC(=C1C)OC1=CC2=C(N(N=N2)C)C(=C1F)C)NC=1C2=C(N=CN1)C=NC(=N2)S(=O)C N-(2-fluoro-4-((6-fluoro-1,7-dimethyl-1H-benzo[d][1,2,3]triazol-5-yl)oxy)-3-methyl-phenyl)-6-(methylsulfinyl)-pyrimido[5,4-d]pyrimidin-4-amine